C1(CC1)C(=O)NC=1N=C2N(C(=CC=C2)C=2C=C(C=C(C2O)OC)C2=CC=C(O2)P(O)(O)=O)C1 (5-(3-(2-(cyclopropanecarboxamido)imidazo[1,2-a]pyridin-5-yl)-4-hydroxy-5-methoxyphenyl)furan-2-yl)phosphonic acid